1-methyl-2-oxo-4-(2-phenyl-2,8-diazaspiro[4.5]dec-8-yl)-1,2-dihydroquinoline-3-carbonitrile CN1C(C(=C(C2=CC=CC=C12)N1CCC2(CCN(C2)C2=CC=CC=C2)CC1)C#N)=O